4-[2-amino-5-(4-morpholino-phenyl)-3-pyridyl]-2-methoxy-phenol NC1=NC=C(C=C1C1=CC(=C(C=C1)O)OC)C1=CC=C(C=C1)N1CCOCC1